O=C(/C=C/C1CCN(CC1)C(=O)N)N1CCC=CC1=O (E)-4-(3-oxo-3-(6-oxo-3,6-dihydropyridin-1(2H)-yl)prop-1-en-1-yl)piperidine-1-carboxamide